CC(C)C(C(C)C)(COC)COC 2,4-dimethyl-3,3-dimethoxymethylpentane